1-(5-(isoindolin-2-ylmethyl)-2-((1-(methylsulfonyl)piperidin-4-yl)methoxy)phenyl)ethan-1-one C1N(CC2=CC=CC=C12)CC=1C=CC(=C(C1)C(C)=O)OCC1CCN(CC1)S(=O)(=O)C